CO[SiH](CC[SiH](OC)OC)OC 1,2-bisdimethoxysilylethane